CC=1C(=CC=NC1)N 5-methylpyridin-4-amine